O1CCN(CC1)C1=C2C(=NC(=C1)N1N=C(C=C1)C=1C=C(C=CC1)C)C=C(O2)C(CC(C)=O)=O 1-(7-morpholino-5-(3-(m-tolyl)-1H-pyrazol-1-yl)furo[3,2-b]pyridine-2-yl)butane-1,3-dione